3,4-bis-[2-(2-methoxyethoxy)ethoxycarbonyl]-thioxanthone COCCOCCOC(=O)C=1C=CC=2C(C3=CC=CC=C3SC2C1C(=O)OCCOCCOC)=O